6-(2-(2-(4-Chlorophenyl)pyrrolidin-1-yl)-2-oxoethyl)-1-cyclopropyl-3-methyl-1,6-dihydro-7H-pyrazolo[3,4-d]pyridazin-7-on ClC1=CC=C(C=C1)C1N(CCC1)C(CN1N=CC2=C(C1=O)N(N=C2C)C2CC2)=O